OC1=C(C=CC(=C1)C(CNCCCCC1=CC=C(C=C1)O)O)[O-] 2-hydroxy-4-[1-hydroxy-2-{N-[4-(4-hydroxyphenyl)butyl]amino}ethyl]phenolate